FC=1C(=NC(=NC1)NC1=CC=C(C=N1)N1CC(CC1)CO)C1=CC2=C(N=C3COCC(N32)C)C(=C1)F (1-(6-((5-fluoro-4-(9-fluoro-4-methyl-3,4-dihydro-1H-benzo[4,5]imidazo[2,1-c][1,4]oxazin-7-yl)pyrimidin-2-yl)amino)pyridin-3-yl)pyrrolidin-3-yl)methanol